FC1(CN(CCC1)CC1=C(C=C(C(=O)NC2=CC(=CC=C2)[C@H](C)NC=2C=NC=3C(N2)=NN(C3)CC)C=C1)C)F (S)-4-((3,3-difluoropiperidin-1-yl)methyl)-N-(3-(1-((2-ethyl-2H-pyrazolo[3,4-b]pyrazin-6-yl)amino)ethyl)phenyl)-3-methylbenzamide